N,N'-dibutylterephthalamide C(CCC)NC(C1=CC=C(C(=O)NCCCC)C=C1)=O